tert-butyl 6-(3-aminopropyl)-2-azaspiro[3.3]heptane-2-carboxylate NCCCC1CC2(CN(C2)C(=O)OC(C)(C)C)C1